m-methyl-phenyl-phosphine CC=1C=C(C=CC1)P